C(C)(C)(C)N1CCN(CC1)C=1C=C(C=NC1OC)C=1C(=C(C=C(C1)F)C1=CC(=C(C=C1)N1C(N(C(=C1)C)C)=O)Cl)O 1-(3'-(5-(4-(tert-butyl)piperazin-1-yl)-6-methoxypyridin-3-yl)-3-chloro-5'-fluoro-2'-hydroxy-[1,1'-biphenyl]-4-yl)-3,4-dimethyl-1H-imidazol-2(3H)-one